ClC1=C(C=CC(=C1)Cl)C1(OCCO1)CN1C=NC=C1 1-[[2-(2,4-dichlorophenyl)-1,3-dioxolan-2-yl]-methyl]-1H-imidazole